CN(C)C1CCCCC1.C(=C)C=1C(=C(C=CC1)S(=O)(=O)O)C=C Divinylbenzenesulfonic Acid N,N-Dimethylcyclohexylamine Salt